C1(CC1)C1=C(C=C(C(=O)O)C=C1)S(NC1=C(C=CC(=C1)C(F)(F)F)C=1SC(=CC1)F)(=O)=O 4-cyclopropyl-3-(N-(2-(5-fluorothiophen-2-yl)-5-(trifluoromethyl)phenyl)sulfamoyl)benzoic Acid